C(C1=CC=CC=C1)(=O)N1C=C(C2=CC=CC=C12)CC1(C(N(C2=CC=CC=C12)CCC)=O)NC(N(C)C)=O 3-(3-((1-benzoyl-1H-indol-3-yl)methyl)-2-oxo-1-propylindolin-3-yl)-1,1-dimethylurea